Adenosine-5'-monophosphate disodium salt [Na+].[Na+].P(=O)([O-])([O-])OC[C@@H]1[C@H]([C@H]([C@@H](O1)N1C=NC=2C(N)=NC=NC12)O)O